O=CC(=O)NCCC 2-oxo-N-propylacetamide